2-phenylpyrrole C1(=CC=CC=C1)C=1NC=CC1